ClC=1C(=NC=CC1OC1=C(C=C(C=C1)[N+](=O)[O-])F)NCCCN1CCOCC1 3-chloro-4-(2-fluoro-4-nitrophenoxy)-N-(3-morpholinopropyl)pyridin-2-amine